3-bromo-N-(2,4-dimethyl-1-phenylpentan-2-yl)-1-methyl-1H-pyrrolo[2,3-b]pyridine-5-carboxamide BrC1=CN(C2=NC=C(C=C21)C(=O)NC(CC2=CC=CC=C2)(CC(C)C)C)C